NC1=NC=CC=C1C1=NC=2C(=NC(=CC2)C2=NN(C=N2)C)N1C=1C=C2CC[C@@H](C2=CC1)NC(=O)C=1C=NC(=CC1)C N-[(1S)-5-[2-(2-aminopyridin-3-yl)-5-(1-methyl-1,2,4-triazol-3-yl)imidazo[4,5-b]pyridin-3-yl]-2,3-dihydro-1H-inden-1-yl]-6-methylpyridine-3-carboxamide